5-((4-(2-azaspiro[3.3]heptan-2-yl)phenyl)amino)-2-methylisoindolin-1-one C1N(CC12CCC2)C2=CC=C(C=C2)NC=2C=C1CN(C(C1=CC2)=O)C